NC=1C(=C(C(=O)OCC)C=CC1)N(C)C1=CC=C(C=C1)C1=C(C=CC=C1)C#N ethyl 3-amino-2-[(2'-cyanobiphenyl-4-yl)-methylamino]-benzoate